9,10-bis(phenylethynyl)-2-ethylanthracene C1(=CC=CC=C1)C#CC=1C2=CC=CC=C2C(=C2C=CC(=CC12)CC)C#CC1=CC=CC=C1